C1(CCC1)CN1CCC(CC1)C=1C(=CC(=NC1)C1=NNC(=C1CC(F)(F)F)C=1C=C(C=2N(C1)N=CN2)OC)C 6-(3-(5-(1-(cyclobutylmethyl)piperidin-4-yl)-4-methylpyridin-2-yl)-4-(2,2,2-trifluoroethyl)-1H-pyrazol-5-yl)-8-methoxy-[1,2,4]triazolo[1,5-a]pyridine